C(C)OC(C(CC(=O)OCC)P(=O)(C1=CC=CC=C1)C1=CC=CC=C1)=O 2-(diphenylphosphoryl)succinic acid diethyl ester